3-((6'-chloro-(2,3'-bipyridyl)-4'-yl)amino)-4,4,4-trifluorobutane-1-ol ClC1=CC(=C(C=N1)C1=NC=CC=C1)NC(CCO)C(F)(F)F